2-(2,6-dimethyl-4-pyridyl)-6-(6-fluoro-3-pyridyl)-3-methyl-1H-indole CC1=NC(=CC(=C1)C=1NC2=CC(=CC=C2C1C)C=1C=NC(=CC1)F)C